CC1=C(C(=CC(=C1)C)C)[P](C1=CC(=CC=C1)OC)=O racemic-2,4,6-trimethylphenyl-(3-methoxyphenyl)phosphorus oxide